tert-butyl 6-[4-(4,4,5,5-tetramethyl-1,3,2-dioxaborolan-2-yl)phenyl]-2,6-diazaspiro[3.3]heptane-2-carboxylate CC1(OB(OC1(C)C)C1=CC=C(C=C1)N1CC2(CN(C2)C(=O)OC(C)(C)C)C1)C